O1[C@@H](CC1)CO (S)-oxetan-2-yl-methanol